FC1=C(OC=2N=CC(=NC2)NC([C@H](C)N2CC(N(CC2)C(=O)C=2C=NC(=NC2)OC)(C)C)=O)C=CC(=C1)F (2S)-N-[5-(2,4-difluorophenoxy)pyrazin-2-yl]-2-[4-(2-methoxypyrimidine-5-carbonyl)-3,3-dimethylpiperazin-1-yl]propanamide